The molecule is an N-substituted pyrraline formed via Maillard reaction of L-lysine with glucose. It is a L-lysine derivative, a non-proteinogenic L-alpha-amino acid and a N-substituted pyrraline. C1=C(N(C(=C1)C=O)CCCC[C@@H](C(=O)O)N)CO